2-(4-Chlorothiophen-2-yl)-5-methoxy-N-(3-(5-(morpholinomethyl)-1H-benzo[d]imidazol-2-yl)-1-((2-(trimethylsilyl)ethoxy)methyl)-1H-pyrazol-4-yl)pyrimidin-4-amine ClC=1C=C(SC1)C1=NC=C(C(=N1)NC=1C(=NN(C1)COCC[Si](C)(C)C)C1=NC2=C(N1)C=CC(=C2)CN2CCOCC2)OC